triallyl(methoxyethyl)ammonium C(C=C)[N+](CCOC)(CC=C)CC=C